CC=1C=C2C3=C(C(=C(OC3=C(C(=C2C2=CC=CC=C2)C2=CC=CC=C2)C=2NCCCN2)C2=CC=CC=C2)C2=CC=CC=C2)C1 2-(5-methyl-2,3,7,8-tetraphenylbenzo[de]chromen-9-yl)-1,4,5,6-tetrahydropyrimidine